C1=CC=CC=2C3=CC=CC=C3C3(C12)C1=CC=C(C=C1OC=1C=C(C=CC13)OC(=O)C1=C(C(C(=O)O)=CC=C1)C(=O)O)OC(=O)C1=C(C(C(=O)O)=CC=C1)C(=O)O 4'-[spiro(xanthene-9,9'-fluorene)-3,6-diylbis(oxycarbonyl)]diphthalic acid